N-(1-phenylethyl)-1H-indol-5-amine C1(=CC=CC=C1)C(C)NC=1C=C2C=CNC2=CC1